2,4,6,8,10-pentaethyl-2,4,6,8,10-pentamethylcyclopentasiloxane C(C)[Si]1(O[Si](O[Si](O[Si](O[Si](O1)(C)CC)(C)CC)(C)CC)(C)CC)C